CN(CCNC1=C2C(=NC(=N1)C1=CC=C(C=C1)NS(=O)(=O)C=1C=NC=CC1OC)N(N=C2C)C2OCCCC2)C N-(4-(4-(2-(dimethylamino)ethylamino)-3-methyl-1-(tetrahydro-2H-pyran-2-yl)-1H-pyrazolo[3,4-d]pyrimidin-6-yl)phenyl)-4-methoxypyridine-3-sulfonamide